(S)-3-(5-acrylamidopicolinamido)-N-(2-(dimethylamino)-1-phenylethyl)-1,6,6-trimethyl-4,6-dihydropyrrolo[3,4-c]pyrazole-5(1H)-carboxamide C(C=C)(=O)NC=1C=CC(=NC1)C(=O)NC=1C2=C(N(N1)C)C(N(C2)C(=O)N[C@H](CN(C)C)C2=CC=CC=C2)(C)C